FC1(CCN(CC1)C1=NC(=CC=2N1C=CC2)N)F 1-(4,4-difluoropiperidin-1-yl)pyrrolo[1,2-c]pyrimidin-3-amine